CC1(CC1)NCC1=C2C(=NC(=C1)C(=O)OC)CCO2 methyl 7-(((1-methylcyclopropyl) amino) methyl)-2,3-dihydrofuro[3,2-b]pyridine-5-carboxylate